ethylidenebis-isostearamide C(C)(C(C(=O)N)CCCCCCCCCCCCCC(C)C)C(C(=O)N)CCCCCCCCCCCCCC(C)C